2-tertiary butyl-1,1,3,3-tetramethylguanidine C(C)(C)(C)N=C(N(C)C)N(C)C